(2,6-difluorophenyl)-boronic acid FC1=C(C(=CC=C1)F)B(O)O